5α-hydroxy-6β-{3-[4-(3-aminopropylamino)butylamino]propylamino}cholestan-3β-ol O[C@]12[C@@H](C[C@H]3[C@@H]4CC[C@H]([C@@H](CCCC(C)C)C)[C@]4(CC[C@@H]3[C@]2(CC[C@@H](C1)O)C)C)NCCCNCCCCNCCCN